C1(CC1)C=1C=NN2C1N=C(N=C2NCC2=NC1=C(N2)C=CC=C1OC)N1CCN(CC1)C 8-cyclopropyl-N-[(4-methoxy-1H-benzimidazol-2-yl)methyl]-2-(4-methylpiperazin-1-yl)pyrazolo[1,5-a][1,3,5]triazin-4-amine